5-((5-fluoro-2-oxo-indolin-3-ylidene)methyl)-4-methyl-N-[2-[[(2S)-2-(methylamino)propanoyl]amino]ethyl]-1H-pyrrole-3-carboxamide FC=1C=C2C(C(NC2=CC1)=O)=CC1=C(C(=CN1)C(=O)NCCNC([C@H](C)NC)=O)C